di-tert-butyl ((2-(4-((tert-butyldimethylsilyl)oxy)-2-methylbutan-2-yl)-3,5-dimethylphenoxy)carbonyl)-L-glutamate [Si](C)(C)(C(C)(C)C)OCCC(C)(C)C1=C(OC(=O)N[C@@H](CCC(=O)OC(C)(C)C)C(=O)OC(C)(C)C)C=C(C=C1C)C